(R)-3-(2-methoxy-3-(trifluoromethyl)phenyl)-4,5-dimethyl-5-(trifluoromethyl)furan-2(5H)-one COC1=C(C=CC=C1C(F)(F)F)C=1C(O[C@](C1C)(C(F)(F)F)C)=O